NC=1C2=C(N=CN1)C(=C(N2C2=CC(=C(C=C2)OC2=NC=CC(=N2)C)F)C2=C(C=C(C=C2)NC(C=C)=O)CC#N)C N-[4-(4-amino-5-{3-fluoro-4-[(4-methylpyrimidin-2-yl)oxy]phenyl}-7-methyl-5H-pyrrolo[3,2-d]pyrimidin-6-yl)-3-(cyanomethyl)phenyl]acrylamide